C(C)N(CCC[SiH](C1=CC=C(C=C)C=C1)COC)CC 4-[(3-diethylaminopropyl)methoxymethylsilyl]styrene